7-Bromo-8-(bromomethyl)-3-(3,5-difluorophenyl)imidazo[1,5-a]pyridine BrC1=C(C=2N(C=C1)C(=NC2)C2=CC(=CC(=C2)F)F)CBr